trans-4-((4-(2-Cyclopropyloxazol-4-yl) pyridine-2-yl)((trans-4-(6-methoxy-5-methylpyridin-3-yl)cyclohexyl)methyl) carbamoyl)cyclohexyl 3-hydroxyazetidine-1-carboxylate OC1CN(C1)C(=O)O[C@@H]1CC[C@H](CC1)C(N(C[C@@H]1CC[C@H](CC1)C=1C=NC(=C(C1)C)OC)C1=NC=CC(=C1)C=1N=C(OC1)C1CC1)=O